tert-butyl 4-(2-((8-(2,4-dimethoxybenzyl)-5-oxo-5,8-dihydro-1,8-naphthyridin-2-yl)amino)pyridin-4-yl)piperazine-1-carboxylate COC1=C(CN2C=CC(C=3C=CC(=NC23)NC2=NC=CC(=C2)N2CCN(CC2)C(=O)OC(C)(C)C)=O)C=CC(=C1)OC